p-fluorothiazine FC1=CNSC=C1